N[C@H](C(=O)O)CCC(NC[C@@H]1NCCC1)=O (2S)-2-amino-4-({[(2R)-pyrrolidin-2-yl]methyl}carbamoyl)butanoic acid